Boc-L-DOPA C(=O)(OC(C)(C)C)N[C@H](C(=O)O)CC1=CC=C(O)C(O)=C1